COCCC(OC)OC 1,3,3-trimethoxypropane